[K+].P(=O)(OCCCCCCCCCCCCCCCC(C)C)([O-])[O-].[K+] isostearyl phosphate potassium salt